[Si](OCCN)([O-])([O-])[O-] (2-aminoethyl) orthosilicate